CN(C=1C(=CC(N2[C@@H](CSC12)C(=O)O)=O)CC1=CC=CC2=CC=CC=C12)C (3R)-7-(dimethylamino)-6-[(1-naphthyl)methyl]-4-oxo-1-thia-3a-aza-3-indancarboxylic acid